8-(3-methoxy-2,6-dimethylphenyl)-6-methylquinazolin-4-amine COC=1C(=C(C(=CC1)C)C=1C=C(C=C2C(=NC=NC12)N)C)C